The molecule is an aralkylglucosinolic acid that consists of 1-thio-beta-D-glucopyranose attached to a 2-phenyl-N-(sulfooxy)ethanimidoyl group at the anomeric sulfur. It is an aralkylglucosinolic acid and a member of benzenes. It derives from a (Z)-desulfoglucotropeolin and a desulfoglucotropeolin. It is a conjugate acid of a glucotropeolin(1-). C1=CC=C(C=C1)C/C(=N/OS(=O)(=O)O)/S[C@H]2[C@@H]([C@H]([C@@H]([C@H](O2)CO)O)O)O